COCC1CN(C1)C(=O)OC1(CCCCC1)C(N(C[C@@H]1CC[C@H](CC1)C1=CC(=C(C=C1)OC)C)C1=CC(=CC=C1)C=1C=NN(C1)C1CC1)=O (3-(1-Cyclopropyl-1H-pyrazol-4-yl)(phenyl)((trans-4-(4-methoxy-3-methyl-phenyl)cyclohexyl)-methyl)carbamoyl)-cyclohexyl 3-(meth-oxymethyl)azetidine-1-carboxylate